C(C)(C)N(C(OC(C)(C)C)=N)C(C)C tert-butyl N,N-diisopropylcarbamimidate